ClC=1C=C2C(=NC(=NC2=C(C1C1=CC=CC2=C1N=C(S2)N)F)N2CC(CCC2)C=2SC=CN2)N2CCNCC2 4-[6-chloro-8-fluoro-4-piperazin-1-yl-2-[3-thiazol-2-yl-1-piperidyl]quinazolin-7-yl]-1,3-benzothiazol-2-amine